COC1=C2C=C(NC2=CC=C1)C(=O)N[C@H](C(=O)N[C@H](C(=O)OC)C[C@H]1C(NCC1)=O)CC(C)(C)C methyl (2S)-2-[[(2S)-2-[(4-methoxy-1H-indole-2-carbonyl)amino]-4,4-dimethyl-pentanoyl]amino]-3-[(3S)-2-oxopyrrolidin-3-yl]propanoate